FC=1C=C(C=CC1)CN(C(=O)C=1N=CNC1)C N-[(3-fluorophenyl)methyl]-N-methyl-1H-imidazole-4-carboxamide